bis(2,2,6,6-tetramethyl-1-(octyloxy)piperidin-4-yl) sebacate C(CCCCCCCCC(=O)OC1CC(N(C(C1)(C)C)OCCCCCCCC)(C)C)(=O)OC1CC(N(C(C1)(C)C)OCCCCCCCC)(C)C